Oleyl phosphate sodium salt [Na+].P(=O)(OCCCCCCCC\C=C/CCCCCCCC)([O-])[O-].[Na+]